NC1=C2N=CN(C2=NC(=N1)SCCC)[C@H]1[C@@H]([C@@H]([C@H](O1)COP(=O)(O)OP(=O)(O)C(F)(F)P(O)(O)=O)O)O [[[[(2R,3S,4R,5R)-5-(6-amino-2-propylsulfanylpurin-9-yl)-3,4-dihydroxyoxolan-2-yl]methoxy-hydroxyphosphoryl]oxy-hydroxyphosphoryl]-difluoromethyl]phosphonic acid